N-[(6-Amino-2-pyridyl)sulfonyl]-5-(3-bicyclo[2.2.1]hept-2-enyl)-2-(2,2,4-trimethylpyrrolidin-1-yl)pyridin-3-carboxamid NC1=CC=CC(=N1)S(=O)(=O)NC(=O)C=1C(=NC=C(C1)C1=CC2CCC1C2)N2C(CC(C2)C)(C)C